4-methoxy-N-((S)-4-methyl-1-oxo-1-(((S)-3-oxo-1-((S)-2-oxopiperidin-3-yl)-4-(trifluoromethoxy)butan-2-yl)amino)pentan-2-yl)-1H-indole-2-carboxamide COC1=C2C=C(NC2=CC=C1)C(=O)N[C@H](C(N[C@@H](C[C@H]1C(NCCC1)=O)C(COC(F)(F)F)=O)=O)CC(C)C